ClC=1C(=CC(=NC1)N[C@H](CO)C)N1C(C2=C(CC1C)N(N=C2)CC2=C(C=CC=C2)F)=O 5-(5-chloro-2-(((S)-1-hydroxypropan-2-yl)amino)pyridin-4-yl)-1-(2-fluorobenzyl)-6-methyl-1,5,6,7-tetrahydro-4H-pyrazolo[4,3-c]pyridin-4-one